3-(5-(7-((3-methylpyrrolidin-1-yl)methyl)imidazo[1,5-a]pyridin-5-yl)-1-oxoisoindolin-2-yl)piperidine-2,6-dione CC1CN(CC1)CC1=CC=2N(C(=C1)C=1C=C3CN(C(C3=CC1)=O)C1C(NC(CC1)=O)=O)C=NC2